NC1=C(C(=NC=C1C(=O)OCC)OC)I ethyl 4-amino-5-iodo-6-methoxynicotinate